NC=1N=NC(=CC1N1C[C@H]2CC[C@@H](C1)N2C=2C=C(C=CC2)O)Cl 3-[(1R,5S)-3-(3-amino-6-chloro-pyridazin-4-yl)-3,8-diazabicyclo[3.2.1]octan-8-yl]phenol